C(C=C)C1(CCCC1)NC1=C(C=C(C(=N1)C(=O)O)[N+](=O)[O-])C(F)(F)F 6-[(1-allyl-cyclopentyl)amino]-3-nitro-5-(trifluoromethyl)pyridine-2-carboxylic acid